COC1=C(C=CC=C1C1=CC=CC=C1)O o-methoxyphenylphenol